C(C=C)(=O)N1CCN(CC1)C(=O)C1=CC=C(C=C1)[C@H](C)NC=1N=CC2=C(N1)N(C(C=C2)=O)CC 2-{[(1S)-1-{4-[(4-Acryloylpiperazin-1-yl)carbonyl]phenyl}ethyl]amino}-8-ethylpyrido[2,3-d]pyrimidin-7(8H)-on